3-((2S)-3-(2,3-difluorophenylsulfonyl)-1-hydroxypropoxy)-2-methylpropanesulfonyl-N-methylbenzenesulfonamide FC1=C(C=CC=C1F)S(=O)(=O)CCC(OCC(CS(=O)(=O)C1=C(C=CC=C1)S(=O)(=O)NC)C)O